COCC12CNCC(CC1)C2 (methoxymethyl)-3-azabicyclo[3.2.1]octane